6-Methyl-pyridine-2-carbaldehyde CC1=CC=CC(=N1)C=O